N1(CCC1)C(=O)[C@@H]1CN(CC[C@H]1NC(=O)C1=NOC(=C1)C1=C(C=C(C=C1F)F)F)C1C(CCC1)C 5-(2,4,6-trifluoro-phenyl)-isoxazole-3-carboxylic acid [(3R,4R)-3-(azetidine-1-carbonyl)-1-(2-methyl-cyclopentyl)-piperidin-4-yl]-amide